CN(CC(C)C=1SC2=C(N1)C=C(C=C2)[C@@H]2N(C[C@H](CC2)C)C(C(=O)NC2=CC=1N(C=C2)C=CN1)=O)C 2-((2R,5S)-2-(2-(1-(dimethylamino)propan-2-yl)benzo[d]thiazol-5-yl)-5-methylpiperidin-1-yl)-N-(imidazo[1,2-a]pyridin-7-yl)-2-oxoacetamide